COC1=C(C=CC(=C1)OC)CNC1=NC(=C(C=C1)[N+](=O)[O-])N1CCC(CC1)(C)COC N-[(2,4-dimethoxyphenyl)methyl]-6-[4-(methoxymethyl)-4-methylpiperidin-1-yl]-5-Nitropyridin-2-amine